4-[7-(3-aminoisoquinolin-1-yl)-6-chloroquinazolin-4-yl]piperazine-1-carboxylic acid tert-butyl ester C(C)(C)(C)OC(=O)N1CCN(CC1)C1=NC=NC2=CC(=C(C=C12)Cl)C1=NC(=CC2=CC=CC=C12)N